CSC1=CC=2C(C3=CC=CC=C3C(C2C=C1)=O)=O 2-(methylthio)anthracene-9,10-dione